N-{4-[7-(Cyclopropylmethyl)-5-fluoro-3-(pyridin-2-yl)-1H-pyrrolo[3,2-b]pyridin-2-yl]pyridin-2-yl}-4,4-difluoro-2-(4-fluorophenyl)butanamid C1(CC1)CC1=C2C(=NC(=C1)F)C(=C(N2)C2=CC(=NC=C2)NC(C(CC(F)F)C2=CC=C(C=C2)F)=O)C2=NC=CC=C2